(1-(7-(6-amino-3-methylpyridin-2-yl)-6-chloro-8-fluoro-2-(((2R,7aS)-2-fluorotetrahydro-1H-pyrrolizin-7a(5H)-yl)methoxy)quinazolin-4-yl)azepan-4-yl)(3-methyl-1H-pyrazol-1-yl)methanone NC1=CC=C(C(=N1)C1=C(C=C2C(=NC(=NC2=C1F)OC[C@]12CCCN2C[C@@H](C1)F)N1CCC(CCC1)C(=O)N1N=C(C=C1)C)Cl)C